(2R,5S)-2-ethyl-1-((4-fluorophenyl)(5-(trifluoromethyl)pyridin-2-yl)methyl)-5-methylPiperazine C(C)[C@H]1N(C[C@@H](NC1)C)C(C1=NC=C(C=C1)C(F)(F)F)C1=CC=C(C=C1)F